6-bromo-N-[5-(2,2-difluoroethyl)-4-methoxy-pyrimidin-2-yl]-1H-indole-3-sulfonic acid amide BrC1=CC=C2C(=CNC2=C1)S(=O)(=O)NC1=NC=C(C(=N1)OC)CC(F)F